C(CCCCCCCCCC)(=O)N(CCC(=O)O)C N-undecanoyl-N-methyl-β-alanine